5-(2-fluoranyl-4-methoxy-phenyl)dithiole-3-thione FC1=C(C=CC(=C1)OC)C1=CC(SS1)=S